ClC1=CC=C(CN2C3(CN(C3)C(=O)NC=3C=NN(C3)C)C(N(CC2=O)C(C)C)=O)C=C1 5-(4-chlorobenzyl)-8-isopropyl-N-(1-methyl-1H-pyrazol-4-yl)-6,9-dioxo-2,5,8-triazaspiro[3.5]nonane-2-carboxamide